1-benzyl 3-methyl 3-(1-hydroxyethyl)piperidine-1,3-dicarboxylate OC(C)C1(CN(CCC1)C(=O)OCC1=CC=CC=C1)C(=O)OC